(2-(dimethylamino)ethyl)-2-(3-methoxyphenyl)-5-phenyloxazole-4-carboxamide CN(CCNC(=O)C=1N=C(OC1C1=CC=CC=C1)C1=CC(=CC=C1)OC)C